FC(C(C(C(F)(F)F)F)F)(F)F 1,1,1,2,3,4,4,4-octafluorobutane